P(=O)(O)([O-])[O-].[Ca+2] Calcium hydrogen phosphat